COC1=NC=CC(=C1)C=1N=NN(C1)C=1C=C2CN(C(C2=CC1)=O)C1C(NC(CC1)=O)=O 3-(5-(4-(2-methoxypyridin-4-yl)-1H-1,2,3-triazol-1-yl)-1-oxoisoindolin-2-yl)piperidine-2,6-dione